tert-butyl (2S)-2-({[7-(4,4,5,5-tetramethyl-1,3,2-dioxaborolan-2-yl)quinolin-5-yl]oxy}methyl)morpholine-4-carboxylate CC1(OB(OC1(C)C)C1=CC(=C2C=CC=NC2=C1)OC[C@@H]1CN(CCO1)C(=O)OC(C)(C)C)C